CC1=C(C=C(C(=C1)OCCC[Si](C)(C)C)C(F)(F)F)C(=N)N(C)CC (2-methyl-5-trifluoromethyl-4-(3-trimethylsilylpropoxy)-phenyl)-N-ethyl-N-methylformamidine